allyl N,N-diethyldithiocarbamate C(C)N(C(SCC=C)=S)CC